3-(3-(7-((5-methyl-1H-pyrazol-3-yl)amino)-1,6-naphthyridin-5-yl)-3,8-diazabicyclo[3.2.1]octan-8-yl)propionitrile CC1=CC(=NN1)NC1=NC(=C2C=CC=NC2=C1)N1CC2CCC(C1)N2CCC#N